COP(=O)(OC)C(C)OC(COC1=C(C=C(C=C1)Cl)Cl)=O.C(C)OC1=C(C(=C(C=C1)C1=CC=C(C=C1)CCC)F)F 1-ethoxy-2,3-difluoro-4-(4-propylphenyl)benzene 1-(dimethoxyphosphoryl)ethyl-(2,4-dichlorophenoxy)acetate